ClC=1N=NC(=C2C1N=CC=C2)N[C@H]2CN(CCC2)C (3R)-N-(8-chloropyrido[2,3-d]pyridazin-5-yl)-1-methylpiperidine-3-amine